5-hydroxymethyl-1-(4-methoxy-benzyl)-1H-benzo[c]indol-2-one OCN1C=C2C3(C(C(CC=C13)=O)CC1=CC=C(C=C1)OC)C=CC=C2